1-(6-(4-aminocyclohexyl)-4-(7-(difluoromethyl)-6-(1-methyl-1H-pyrazol-4-yl)-3,4-dihydroquinolin-1(2H)-yl)isoindol-2-yl)ethan-1-one NC1CCC(CC1)C=1C=C(C2=CN(C=C2C1)C(C)=O)N1CCCC2=CC(=C(C=C12)C(F)F)C=1C=NN(C1)C